Cl.C12CN(CC(CC1)N2)C2=C1N=C(N(C1=NC(=N2)OCC21CCCN1CCC2)C)OC2=CC(=CC1=CC=CC=C21)O 4-({6-(3,8-diazabicyclo[3.2.1]octan-3-yl)-9-methyl-2-[(tetrahydro-1H-pyrrolizin-7a(5H)-yl)methoxy]-9H-purin-8-yl}oxy)naphthalen-2-ol-hydrogen chloride salt